octyl-aminoether C(CCCCCCC)ON